NC\C=C(\CS(=O)(=O)C1=C(OC2=CC=C(C=C2)S(=O)(=O)N(C)C)C=CC=C1)/F (Z)-4-(2-((4-amino-2-fluorobut-2-en-1-yl)sulfonyl)phenoxy)-N,N-dimethylbenzenesulfonamide